N1CC(=CC=2CCCCC12)C(=O)N 1,2,5,6,7,8-hexahydroquinoline-3-carboxamide